NC1=CC(=NC=N1)C1=NOC(=C1)C1=CC(=C2N(C1=O)C1(NC2=O)CCCCC1)C 6'-(3-(6-Aminopyrimidin-4-yl)isoxazol-5-yl)-8'-methyl-2'H-spiro[cyclohexane-1,3'-imidazo[1,5-a]pyridine]-1',5'-dione